1-((1R,5S)-3-(2-(3-(dimethylamino)azetidin-1-yl)-7-(8-ethynyl-7-fluoro-3-hydroxynaphthalen-1-yl)-8-fluoropyrido[4,3-d]pyrimidin-4-yl)-3,8-diazabicyclo[3.2.1]octan-8-yl)prop-2-en-1-one CN(C1CN(C1)C=1N=C(C2=C(N1)C(=C(N=C2)C2=CC(=CC1=CC=C(C(=C21)C#C)F)O)F)N2C[C@H]1CC[C@@H](C2)N1C(C=C)=O)C